C(CCCCCC)N(C=1C(=CC=CC1)C)CCCCCCC N,N-Diheptyltoluidine